COC(CS(NC1=CC(=C(C=C1)N1N=CC(=C1)C1=NN(C(C=C1)=O)C1CC(C1)(F)F)N1CCC2(CC2)CC1)(=O)=O)=O.BrC=1C=C(C=CC1)C1OC1 3-bromophenyl-oxirane methyl-2-(N-(4-(4-(1-(3,3-difluorocyclobutyl)-6-oxo-1,6-dihydropyridazin-3-yl)-1H-pyrazol-1-yl)-3-(6-azaspiro[2.5]octan-6-yl)phenyl)sulfamoyl)acetate